rac-tert-butyl ((1R,2R)-6,7-difluoro-2-hydroxy-4,4-dimethyl-1,2,3,4-tetrahydronaphthalen-1-yl)carbamate FC=1C=C2C(C[C@H]([C@@H](C2=CC1F)NC(OC(C)(C)C)=O)O)(C)C |r|